C(C=C)(=O)N1C(COCC1)C1=CC(=NC(=C1)Cl)C1=CC(N(C=C1)C)=O 4-(4-acryloylmorpholin-3-yl)-6-chloro-1'-methyl-(2,4'-bipyridin)-2'(1'H)-one